C(C)(C)(C)OC(NC1(CC1)CNC(NC1CCNCC1)=O)=O tert-butyl[1-({[(piperidin-4-yl)carbamoyl]amino}methyl)cyclopropyl]carbamate